OCCNC=1N=C(C2=C(N1)CN(C2)C#N)C2=CC=C(C=C2)OC 2-((2-hydroxyethyl)amino)-4-(4-methoxyphenyl)-5,7-dihydro-6H-pyrrolo[3,4-d]pyrimidine-6-carbonitrile